C(#N)C=1C=C(C(=O)NC2=NC(=CC=C2)C)C=C(C1)C=1C=NC=CC1C 3-cyano-N-(6-methylpyridin-2-yl)-5-(4-methyl-pyridin-3-yl)benzamide